1-(2-methoxyvinyl)-4-(methylsulfonyl)benzeneyl-Butyrolacton COC=CC1=C(C=C(C=C1)S(=O)(=O)C)C1C(=O)OCC1